C1(CC1)N1N=CC(=C1)NC1CN(C1)C(=O)OC(C)(C)C tert-butyl 3-((1-cyclopropyl-1H-pyrazol-4-yl)amino)azetidine-1-carboxylate